[Si](C)(C)(C(C)(C)C)OCCOC1=C(C(=CC(=C1)F)F)C=1C2=C(C(=NC1C1=NN3C([C@@H](N(CC3)C(=O)OC(C)(C)C)C)=C1)O)C=CS2 tert-butyl (4S)-2-[7-[2-[2-[tert-butyl(dimethyl)silyl]oxyethoxy]-4,6-difluoro-phenyl]-4-hydroxy-thieno[3,2-c]pyridin-6-yl]-4-methyl-6,7-dihydro-4H-pyrazolo[1,5-a]pyrazine-5-carboxylate